ClC1=CC(=NC=C1C(F)(F)F)NC(=O)N1C2CC=3C(=CNC(C3)=O)C1CC2 (±)-N-(4-chloro-5-(trifluoromethyl)pyridin-2-yl)-3-oxo-3,5,6,7,8,9-hexahydro-2H-6,9-epiminocyclohepta[c]pyridine-10-carboxamide